(2r,4s)-4-(3,5-dibromo-4-cyanopyrazol-1-yl)-2-methylpyrrolidine-1-carboxylic acid tert-butyl ester C(C)(C)(C)OC(=O)N1[C@@H](C[C@@H](C1)N1N=C(C(=C1Br)C#N)Br)C